FC(F)CC(=O)O difluoromethylacetic acid